N-(3-(2-((6-(4-methylpiperazin-1-yl)pyridin-3-yl)amino)quinazolin-8-yl)phenyl)acetamide CN1CCN(CC1)C1=CC=C(C=N1)NC1=NC2=C(C=CC=C2C=N1)C=1C=C(C=CC1)NC(C)=O